((1S,4S)-2-oxa-5-azabicyclo[2.2.1]heptan-5-yl)(2-fluoro-3-(2-(4-(methylsulfonyl)phenyl)furo[3,2-b]pyridin-7-yl)phenyl)methanone [C@@H]12OC[C@@H](N(C1)C(=O)C1=C(C(=CC=C1)C1=C3C(=NC=C1)C=C(O3)C3=CC=C(C=C3)S(=O)(=O)C)F)C2